2-Aminoethyl-tributoxysilan NCC[Si](OCCCC)(OCCCC)OCCCC